(Z)-5-((1-(4-aminobutyryl)-5-fluoro-2-oxoindol-3-ylidene)methyl)-N-(2-(diethylamino)ethyl)-2,4-dimethyl-1H-pyrrole-3-carboxamide NCCCC(=O)N1C(\C(\C2=CC(=CC=C12)F)=C/C1=C(C(=C(N1)C)C(=O)NCCN(CC)CC)C)=O